CC1=CC=C(C=C1)S(=O)(=O)O.NC/C(/COC1=CC2=C(N=C(O2)NCCC2COC2)C=C1)=C/F (Z)-6-((2-(amino-methyl)-3-fluoro-allyl)oxy)-N-(2-(oxetan-3-yl)-ethyl)benzo[d]-oxazol-2-amine 4-methylbenzene-sulfonate